(4-ethoxy-8-methyl-2-(4-methyl-1H-imidazol-1-yl)quinolin-6-yl)oxetan-3-carboxamide ethyl-4-((1r,4r)-4-(3-bromo-2-methylphenoxy)cyclohexyl)-3-methylbutanoate C(C)OC(CC(CC1CCC(CC1)OC1=C(C(=CC=C1)Br)C)C)=O.C(C)OC1=CC(=NC2=C(C=C(C=C12)C1OCC1C(=O)N)C)N1C=NC(=C1)C